ClC=1C=C(C(=O)NC(C)C2=NC=CN=C2C2=NC=CN=C2)C=C(C1)Cl 3,5-dichloro-N-[1-(3-pyrazin-2-ylpyrazin-2-yl)ethyl]benzamide